(R)-2-((S)-2,4-dimethylpiperazin-1-yl)-N-(3-(2-((2-fluoro-3-(methylsulfonyl)phenyl)amino)-5-methylpyrimidin-4-yl)-1H-indol-7-yl)butanamide C[C@@H]1N(CCN(C1)C)[C@@H](C(=O)NC=1C=CC=C2C(=CNC12)C1=NC(=NC=C1C)NC1=C(C(=CC=C1)S(=O)(=O)C)F)CC